C(C)(=O)[O-].F[PH+](F)F trifluorophosphonium acetate